[N].N1CCNCC1 piperazine nitrogen